5-(4-(2-(4-bromophenoxy)ethyl)piperazin-1-yl)-3-hydroxypyridine BrC1=CC=C(OCCN2CCN(CC2)C=2C=C(C=NC2)O)C=C1